NC1=CC(C(NC1=NC=1C(=NN2C1C=CC=C2)NCCN2CCCC2)=NC=2C(=NN1C2C=CC=C1)NCCN1CCCC1)=N N3,N3'-(5-amino-3-iminopyridine-2,6(1H,3H)-diylidene)bis{N2-[2-(pyrrolidin-1-yl)ethyl]pyrazolo[1,5-a]pyridine-2,3-diamine}